4,6-diamino-2-phenylindole NC1=C2C=C(NC2=CC(=C1)N)C1=CC=CC=C1